1-fluoro-4-methyl-pentan-2-amine FCC(CC(C)C)N